[N-](S(=O)(=O)C(F)(F)C(F)(F)F)S(=O)(=O)C(F)(F)C(F)(F)F.C[N+]1(CCCCC1)CC 1-methyl-1-ethylpiperidinium bis(pentafluoroethanesulfonyl)imide salt